FC1=CC=C(C=C1)[C@@H]1N(CCC2=CC=CC=C12)C(=O)[C@H]1OC[C@H]([C@H](C1)NC(OC(C)(C)C)=O)O tert-butyl ((2S,4S,5S)-2-((S)-1-(4-fluorophenyl)-1,2,3,4-tetrahydroisoquinoline-2-carbonyl)-5-hydroxytetrahydro-2H-pyran-4-yl)carbamate